L-iduronic acid O=C[C@H](O)[C@@H](O)[C@H](O)[C@@H](O)C(=O)O